Cl.FC=1C(=C(OC2=NC=C(C(=C2C=2NC=3C=CC(=C(C3C(C2)=O)C#N)OC)C)C(F)(F)F)C=CC1F)C 2-[2-(3,4-difluoro-2-methyl-phenoxy)-4-methyl-5-(trifluoromethyl)-3-pyridinyl]-6-methoxy-4-oxo-1H-quinoline-5-carbonitrile hydrochloride